CNS(=O)(=O)N[C@@H]([C@@H](C)CC)C(=O)NCCNC(NC1=CC=C(C=C1)N=C=S)=S methylsulfamoyl-N1-(2-{[(4-isothiocyanatophenyl)thiocarbamoyl]amino}ethyl)-L-isoleucine amide